(E)-N-(3-(diethylamino)-2-(7H-pyrrolo[2,3-d]pyrimidine-4-yl)allylidene)-N-methyl-ammonium C(C)N(C=C(\C=[NH+]\C)C=1C2=C(N=CN1)NC=C2)CC